C(C)(C)(C)OC(=O)N1C[C@@H]([C@@H](CC1)NC)F (3S,4R)-3-fluoro-4-(methylamino)piperidine-1-carboxylic acid tert-butyl ester